triethyl-Amine hydrogen fluoride salt F.C(C)N(CC)CC